FC=1C=C(C#N)C=CC1C(=O)N1CCC2(CC1)CCC(CC2)N(C=2C1=C(N=CN2)NC=C1)C 3-Fluoro-4-{9-[methyl(7H-pyrrolo[2,3-d]pyrimidin-4-yl)-amino]-3-azaspiro[5.5]undecan-3-carbonyl}benzonitril